4-vinylpyrrolidone acetate C(C)(=O)O.C(=C)C1CC(NC1)=O